N3-(3-Aminopentyl)-1,3-pentandiamin NC(CCNC(CCN)CC)CC